[N-](S(=O)(=O)C(F)(F)F)S(=O)(=O)C(F)(F)F.C(CCC)[N+]1(CCCC1)CC N-butyl-N-ethylpyrrolidinium-bis(trifluoromethanesulfonyl)imide